C1(=NN=NC=2C3=NN=NC=C3C3=CC=CC=C3C12)CCCCCC#N hexa-azatriphenylene-capronitrile